vinyltri-acetoxysilane C(=C)[Si](OC(C)=O)(OC(C)=O)OC(C)=O